BIS-(METHYLTHIO)METHANE CSCSC